C1(=CC=CC=C1)C1=NC(=CC(=N1)C=1C(=C(C(=CC1)C1=NC(=NC(=C1)C1=CC=CC=C1)C1=CC=CC=C1)N1C2=CC=CC=C2C=2C=CC=CC12)N1C2=CC=CC=C2C=2C=CC=CC12)C1=CC=CC=C1 9,9'-(3,6-bis(2,6-diphenylpyrimidin-4-yl)-1,2-phenylene)bis(9H-carbazole)